ClC=1C(=NC(=CC1)N1N=CC(=C1C(F)(F)F)C(NC=1C=NC(=C(C1)C#N)N1N=CC=N1)=O)NC(OC(C)(C)C)=O tert-Butyl (3-chloro-6-(4-((5-cyano-6-(2H-1,2,3-triazol-2-yl)pyridin-3-yl)carbamoyl)-5-(trifluoromethyl)-1H-pyrazol-1-yl)pyridin-2-yl)carbamate